N(=[N+]=[N-])[C@@H]1[C@@H](N(CC1(F)F)C(=O)OC(C)(C)C)CC1=CC(=CC=C1)Cl tert-butyl (2s,3r)-3-azido-2-[(3-chlorophenyl) methyl]-4,4-difluoropyrrolidine-1-carboxylate